C(=O)C=1C=C(C2=C(C(=NO2)N[C@H](CO)C)C1)C#N 5-formyl-3-(((S)-1-hydroxypropan-2-yl)amino)benzo[d]isoxazole-7-carbonitrile